O1CC=CC2=CC(=CC=C12)C(=O)[O-] 2H-chromene-6-carboxylate